FC(CN1C(N(C2=NC=C(C(=C21)C)C2=C(C=CC=C2)C)[C@H](CS(=O)(=O)C)C2=NC(=C(C=C2)OC)OCC)=O)F (S)-1-(2,2-difluoroethyl)-3-(1-(6-ethoxy-5-methoxypyridin-2-yl)-2-(methylsulfonyl)ethyl)-7-methyl-6-(o-tolyl)-1H-imidazo[4,5-b]pyridin-2(3H)-one